1-[(4-vinylphenyl)methyl]-3-vinylimidazolium chloride [Cl-].C(=C)C1=CC=C(C=C1)CN1C=[N+](C=C1)C=C